FC1=NC=CC=C1SC 2-fluoro-3-(methylthio)pyridine